1-benzyl-N-[(1R,4S,7S)-8,8-difluoro-6-methyl-5-oxo-6-azabicyclo[5.1.0]oct-4-yl]-1,2,4-triazole-3-carboxamide C(C1=CC=CC=C1)N1N=C(N=C1)C(=O)N[C@H]1CC[C@H]2C([C@H]2N(C1=O)C)(F)F